N-[6-Amino-1-(3-fluoro-4-trifluoromethylbenzyl)-2,3-dihydro-1H-indol-5-yl]-3,3-dimethylbutyramide NC1=C(C=C2CCN(C2=C1)CC1=CC(=C(C=C1)C(F)(F)F)F)NC(CC(C)(C)C)=O